C(C)(C)(C)OC(=O)NC1=NC(=NC(=C1)Cl)N1CCN(CC1)C(=O)[O-] 4-(4-((tert-butoxycarbonyl)amino)-6-chloropyrimidin-2-yl)piperazine-1-carboxylate